1-[4-(1,3-benzothiazol-2-yloxy)-3-(cyclopentyloxy)-phenyl]pentan-3-one S1C(=NC2=C1C=CC=C2)OC2=C(C=C(C=C2)CCC(CC)=O)OC2CCCC2